4-((2-chlorophenyl)(hydroxy)methyl)-2-fluorobenzaldehyde ClC1=C(C=CC=C1)C(C1=CC(=C(C=O)C=C1)F)O